O=C1N(CCC(N1)=O)C1=NN(C2=CC(=C(C=C12)F)C1CC2COCC(C1)N2C(=O)OC(C)(C)C)C tert-butyl 7-[3-(2,4-dioxohexahydropyrimidin-1-yl)-5-fluoro-1-methyl-indazol-6-yl]-3-oxa-9-azabicyclo[3.3.1]nonane-9-carboxylate